4-hydroxy-1-butanesulfonic acid OCCCCS(=O)(=O)O